ClC=1C(=NC(=NC1)N[C@@H]1CC[C@H](CC1)C(=O)NC)C1=CC(=CC=C1)N1C(C=CC=C1)=O trans-(1r,4r)-4-((5-chloro-4-(3-(2-oxopyridin-1(2H)-yl)phenyl)pyrimidin-2-yl)amino)-N-methylcyclohexane-1-carboxamide